ClC1=C(C(=C(C=C1Cl)OCOCC[Si](C)(C)C)F)[C@@H](N[S@](=O)C(C)(C)C)C12CCC(CC1)(C2)F (R)-N-((S)-(2,3-dichloro-6-fluoro-5-((2-(trimethylsilyl)ethoxy)methoxy)phenyl)(4-fluorobicyclo[2.2.1]heptan-1-yl)methyl)-2-methylpropane-2-sulfinamide